Cl.N[C@@H](CCCNC(N)=N)C(=O)O arginine HCL